[2-chloro-4-(6,7-dimethoxyquinolin-4-yloxy)phenyl]-N'-(5-methylisoxazol-3-yl)urea hydrochloride hydrate O.Cl.ClC1=C(C=CC(=C1)OC1=CC=NC2=CC(=C(C=C12)OC)OC)NC(=O)NC1=NOC(=C1)C